BrC1=CC=C(C=C1)C=1N=C(SC1)C1=C(C(=C(C(=O)N)C=C1)NS(=O)(=O)C1=CC=C(C=C1)C)F (4-(4-bromophenyl)thiazol-2-yl)-3-fluoro-2-((4-methylphenyl)sulfonamido)benzamide